NCC(C(=O)OC(C)(C)C)(C)C tert-butyl 3-amino-2,2-dimethylpropionate